N1(CCC1)C=1NC(C=2C(N1)=NN(N2)C2=C(C=C(C=C2C)Br)C)=O 5-(azetidin-1-yl)-2-(4-bromo-2,6-dimethyl-phenyl)-6H-triazolo[4,5-d]pyrimidin-7-one